(R)-m-hydroxyphenylethanol OC=1C=C(C=CC1)[C@@H](C)O